4-hydroxy-N-(2,2,2-trifluoroethyl)naphthalene-1-sulfonamide OC1=CC=C(C2=CC=CC=C12)S(=O)(=O)NCC(F)(F)F